(S)-3,3-difluorocyclopentylamine hydrochloride Cl.FC1(C[C@H](CC1)N)F